2-[2-({[2-chloro-5-(2-methyl-1H-imidazol-5-yl)thiophen-3-yl]methyl}amino)ethyl]-N-[(3-fluoropyridin-2-yl)methyl]-[1,3]thiazolo[5,4-d]pyrimidin-7-amine ClC=1SC(=CC1CNCCC=1SC=2N=CN=C(C2N1)NCC1=NC=CC=C1F)C1=CN=C(N1)C